(2,4,5-trifluorobenzyl)hydrazine-1-carbothioamide tert-butyl-(E)-4-(4-bromostyryl)piperidine-1-carboxylate C(C)(C)(C)OC(=O)N1CCC(CC1)\C=C\C1=CC=C(C=C1)Br.FC1=C(CN(N)C(N)=S)C=C(C(=C1)F)F